FC=1C(=NC(=C(C#N)C1)C=C)OCC1=CC=C(C=C1)OC 5-Fluoro-6-((4-methoxybenzyl)oxy)-2-vinylnicotinonitrile